Methyl-1,3-cycloheptanediol CC1(CC(CCCC1)O)O